FC=1C=C(C=CC1)C=1C=CC=C2C=C(NC12)C(=O)O 7-(3-fluorophenyl)-1H-indole-2-carboxylic acid